NC=1C(=NC(=CC1C)C1=CC(=CC=C1)C1=NOC(=C1)[C@]1(C(N(CC1)C)=O)O)C(=O)OC methyl (R)-3-amino-6-(3-(5-(3-hydroxy-1-methyl-2-oxopyrrolidin-3-yl)isoxazol-3-yl)phenyl)-4-methylpicolinate